ClC1=NC=2CCC(C(C2C=C1)=O)(C)COC 2-chloro-6-(methoxymethyl)-6-methyl-7,8-dihydroquinolin-5-one